(2S)-2-{[(tert-butoxy)carbonyl]amino}-3-(3-cyanophenyl)propanoic acid C(C)(C)(C)OC(=O)N[C@H](C(=O)O)CC1=CC(=CC=C1)C#N